N-(2-chloro-3-nitro-6-((tetrahydro-2H-pyran-4-yl)amino)phenyl)acetamide ClC1=C(C(=CC=C1[N+](=O)[O-])NC1CCOCC1)NC(C)=O